COC(CCS)=N methyl-3-mercaptopropionimidate